N-tert-butyl-1-(3,5-dichlorophenyl)-7-methoxy-8-(2-methoxy-5-methylpyridin-3-yl)-N-methyl-1,4-dihydrochromeno[4,3-c]pyrazole-3-carboxamide C(C)(C)(C)N(C(=O)C=1C2=C(N(N1)C1=CC(=CC(=C1)Cl)Cl)C=1C=C(C(=CC1OC2)OC)C=2C(=NC=C(C2)C)OC)C